tert-butyl 1-((8-(chloromethyl)-6-cyclopropylimidazo[1,2-a]pyridin-2-yl)methyl)-1H-1,2,3-triazole-4-carboxylate ClCC=1C=2N(C=C(C1)C1CC1)C=C(N2)CN2N=NC(=C2)C(=O)OC(C)(C)C